FC(O[C@H]1C[C@H](C1)N1N=NC(=C1)C12CC(C1)(C2)NC(OC(C)(C)C)=O)(F)F tert-butyl (3-(1-(cis-3-(trifluoromethoxy)cyclobutyl)-1H-1,2,3-triazol-4-yl)bicyclo[1.1.1]pentan-1-yl)carbamate